CN1CCN(CC1)C(N)=S 4-methylpiperazine-1-carbothioamide